3-bromo-2-(2-hydroxypentadecan-2-yl)-5-(methoxycarbonyl)-[1,2]selenazolo[2,3-a]pyridin-8-ium chloride [Cl-].BrC1=C([Se][N+]=2C1=CC(=CC2)C(=O)OC)C(C)(CCCCCCCCCCCCC)O